C1(CC1)C1=C(N(C=N1)C)CO (5-Cyclopropyl-3-methylimidazol-4-yl)methanol